ClC1=CC(=C(C(=O)NCCOC)C=C1)NS(=O)(=O)C1=C(C=C(C=C1C)C)C 4-Chloro-N-(2-methoxyethyl)-2-((2,4,6-trimethylphenyl)sulfonamido)benzamide